β-glycidoxypropyl-tripropoxysilane (1r,2S,5S)-3-((S)-2-amino-2-cyclopropylacetyl)-6,6-dimethyl-3-azabicyclo[3.1.0]hexane-2-carboxylate N[C@H](C(=O)N1[C@@H]([C@H]2C([C@H]2C1)(C)C)C(=O)O)C1CC1.C(C1CO1)OC(C[Si](OCCC)(OCCC)OCCC)C